N-methyl-2-{4-[7-(4-cyano-3-trifluoromethylphenyl)-8-oxo-6-thioxo-5,7-diaza-spiro[3.4]oct-5-yl]phenyl}acetamide CNC(CC1=CC=C(C=C1)N1C2(CCC2)C(N(C1=S)C1=CC(=C(C=C1)C#N)C(F)(F)F)=O)=O